N'-Phenylthiourea C1(=CC=CC=C1)NC(N)=S